[Si](C)(C)(C(C)(C)C)OCC(C(C)(C)N1N=C(C=2C=NC(=CC21)Cl)I)=O 1-[tert-butyl(dimethyl)silyl]oxy-3-(6-chloro-3-iodo-pyrazolo[4,3-c]pyridin-1-yl)-3-methyl-butan-2-one